C(C1=CC=CC=C1)OC(=O)N1CCC(C1)OC 4-methoxypyrrolidine-1-carboxylic acid benzyl ester